6-methoxy-N-(4-methylphenyl)-5-(trifluoromethyl)-2-(2-trifluoromethyl-5-pyridyl)-4-pyrimidinamine COC1=C(C(=NC(=N1)C=1C=CC(=NC1)C(F)(F)F)NC1=CC=C(C=C1)C)C(F)(F)F